7-(2-(4-(7-fluorobenzo[b]thiophen-4-yl)piperazin-1-yl)ethyl)-3,4-dihydroquinolin-2(1H)-one FC1=CC=C(C2=C1SC=C2)N2CCN(CC2)CCC2=CC=C1CCC(NC1=C2)=O